NC([C@H](CCC(=O)OC(C)(C)C)N1C(C2=CC=C(C=C2C1)C[C@@H]1[C@H]([C@@H](CCC1)F)NC(=O)OC(C)(C)C)=O)=O |o1:22,23,24| tert-Butyl (S)-5-amino-4-(5-(((1R,2R,3R)-rel-2-((tert-butoxycarbonyl)amino)-3-fluorocyclohexyl)methyl)-1-oxoisoindolin-2-yl)-5-oxopentanoate